Cl[Ru-3](=CC1=C(C=CC=C1)OC(C)C)(Cl)Cl dichloro(2-isopropoxybenzylidene)ruthenium(II) chloride